(S)-2-((2-hydroxy-6'-oxo-3',6'-dihydro-[3,4'-bipyridyl]-1'(2'H)-yl)methyl)-1-(oxetan-2-ylmethyl)-1H-benzo[d]imidazole-5-carboxylic acid methyl ester COC(=O)C1=CC2=C(N(C(=N2)CN2CCC(=CC2=O)C=2C(=NC=CC2)O)C[C@H]2OCC2)C=C1